FC1(OC2=C(O1)C=CC(=C2)[C@@H]2[C@H](C2)C=2C=1N(N=C(C2)C=2C(NC(NC2)=O)=O)C(=CN1)F)F 5-(8-((1S,2S)-2-(2,2-difluorobenzo[d][1,3]dioxol-5-yl)cyclopropyl)-3-fluoroimidazo[1,2-b]pyridazin-6-yl)pyrimidine-2,4(1H,3H)-dione